2-[2-[3-(1-acetyl-4-piperidyl)phenyl]-5-methyl-1-piperidyl]-N-(6-amino-5-methyl-3-pyridyl)-2-oxo-acetamide C(C)(=O)N1CCC(CC1)C=1C=C(C=CC1)C1N(CC(CC1)C)C(C(=O)NC=1C=NC(=C(C1)C)N)=O